ClC=1N(C=C(N1)C1=CCCN(C1)C(=O)OC(C)(C)C)COCC[Si](C)(C)C tert-Butyl 5-(2-chloro-1-((2-(trimethylsilyl)ethoxy)methyl)-1H-imidazol-4-yl)-3,6-dihydropyridine-1(2H)-carboxylate